COC([C@H](C[C@H]1C(NCC1)=O)NC(=O)[C@H]1N(C[C@@H](C1)C1=CC=CC=C1)C(=O)OC(C)(C)C)=O (2S,4S)-tert-butyl 2-(((S)-1-methoxy-1-oxo-3-((S)-2-oxopyrrolidin-3-yl)propan-2-yl)carbamoyl)-4-phenylpyrrolidine-1-carboxylate